2-(5-(trimethylstannyl)pyridin-2-yl)propan-2-ol C[Sn](C=1C=CC(=NC1)C(C)(C)O)(C)C